C(C)(C)(C)NS(=O)(=O)C1=CC(=CC=C1)C1=CSC2=C1N=C(N=C2)NC2=CC=C(C=C2)OCCN2CCCC2 N-tert-butyl-3-(2-(4-(2-(pyrrolidin-1-yl)ethoxy)phenylamino)thieno[3,2-d]-pyrimidin-7-yl)benzenesulfonamide